(1R,3S)-3-(5-{2-[3-(benzyloxy)-2-(1,3-dioxolan-2-yl)phenoxy] acetamido}-2H-pyrazol-3-yl)cyclopentyl (2S)-2-methylpyrrolidine-1-carboxylate C[C@@H]1N(CCC1)C(=O)O[C@H]1C[C@H](CC1)C=1NN=C(C1)NC(COC1=C(C(=CC=C1)OCC1=CC=CC=C1)C1OCCO1)=O